O1CCC(=CC1)C1=CN(C2=C1N=C(N=C2)NC=2C(=CC=1N(C2)N=CN1)C)C 7-(3,6-dihydro-2H-pyran-4-yl)-5-methyl-N-[7-methyl-[1,2,4]triazolo[1,5-a]pyridin-6-yl]pyrrolo[3,2-d]pyrimidin-2-amine